tert-butyl-4-(4-fluoro-5-(3-((4-fluoro-6-methoxyisoindolin-5-yl)oxy)propoxy)-6-methoxybenzo[b]thiophen-2-yl)-4-oxobutanoate compound with 2,2,2-trifluoroacetaldehyde FC(C=O)(F)F.C(C)(C)(C)OC(CCC(=O)C1=CC2=C(S1)C=C(C(=C2F)OCCCOC=2C(=C1CNCC1=CC2OC)F)OC)=O